2-fluorobenzylammonium FC1=C(C[NH3+])C=CC=C1